tert-butyl 4-(2-fluoro-4-(2-(methylsulfonyl) ethoxy) phenyl)-piperazine-1-carboxylate FC1=C(C=CC(=C1)OCCS(=O)(=O)C)N1CCN(CC1)C(=O)OC(C)(C)C